N-(2-ethylhexyl)-2-phenyl-3,5,7-tris-(2-propen-1-yloxy)-quinolin-4-one C(C)C(CN1C(=C(C(C2=C(C=C(C=C12)OCC=C)OCC=C)=O)OCC=C)C1=CC=CC=C1)CCCC